C1(CCCCC1)S(=O)(=O)C#CC=1C=C(OC2=C(N=NN2)C(=O)O)C=C(C1)OC 5-(3-((cyclohexyl-sulfonyl)ethynyl)-5-methoxyphenoxy)-1H-1,2,3-triazole-4-carboxylic acid